[Sn].[Hg] mercury tin